ClC1=C(NCC=2N=C(OC2)\C=C\C2=CC=C(C=C2)C(F)(F)F)C=CC=C1 (E)-2-chloro-N-((2-(4-(trifluoromethyl)styryl)oxazol-4-yl)methyl)aniline